ClC=1C=C2C(=NC(=NC2=C(C1C1=CC(=CC2=CC=CC=C12)O)F)N1CC(C1)N(C)C)C1CN(C1)C(=O)OC(C)(C)C tert-butyl (S or R)-3-(6-chloro-2-(3-(dimethylamino)azetidin-1-yl)-8-fluoro-7-(3-hydroxynaphthalen-1-yl)quinazolin-4-yl)azetidine-1-carboxylate